CN1C(N(C(C=2N(C=NC12)C)=O)CC12CC(C1)(C2)C(=O)N(C)OC)=O 3-((3,7-dimethyl-2,6-dioxo-2,3,6,7-tetrahydro-1H-purin-1-yl)methyl)-N-methoxy-N-methylbicyclo[1.1.1]Pentane-1-amide